CC1=NN(C(=C1)C)C1=CC=C(C(=O)[O-])C=C1 4-(3,5-dimethyl-1H-pyrazol-1-yl)benzoic acid anion